CC1CCC(CC1)NC(=O)C1CCN(CC1)C(=O)C1=C(N(N=C1)C1OCCN1)B(O)O [4-[(4-methylcyclohexyl)carbamoyl]piperidine-1-carbonyl]-2-(oxazolidin-2-yl)pyrazol-3-ylboronic acid